ClC=1C(=C(C(=CC1)F)N1CC(N(CC1=O)C(C(=O)NC1=CC=C(C(=O)O)C=C1)CC1=CC=CC=C1)=O)F 4-(2-(4-(3-chloro-2,6-difluorophenyl)-2,5-dioxopiperazin-1-yl)-3-phenylpropanamido)benzoic acid